C1(CC1)S(=O)(=O)CCNC(C1=C(C=C(C=C1)N1[C@@H]2C[C@H]([C@H](C1)C2)OCC=2C(=NOC2C2CC2)C2=C(C=CC=C2Cl)Cl)F)=O N-[2-(cyclopropanesulfonyl)ethyl]-4-[(1S,4S,5R)-5-[[5-cyclopropyl-3-(2,6-dichlorophenyl)-1,2-oxazol-4-yl]methoxy]-2-azabicyclo[2.2.1]heptan-2-yl]-2-fluorobenzamide